6-Fluoro-2H-benzo[e][1,3]thiazine FC=1C=CC2=C(C=NCS2)C1